4-[4-cyano-6-[1-(2-methoxyethyl)pyrazol-4-yl]-2-methylindazol-3-yl]-2-(difluoromethoxy)-6-methoxybenzamide C(#N)C=1C2=C(N(N=C2C=C(C1)C=1C=NN(C1)CCOC)C)C1=CC(=C(C(=O)N)C(=C1)OC)OC(F)F